Chloro-6-[(4-methylbenzyl)amino]-9-(tetrahydro-2H-pyran-2-yl)-9H-purine ClC1=NC(=C2N=CN(C2=N1)C1OCCCC1)NCC1=CC=C(C=C1)C